OC1(CCC(CC1)(N1N=C2C=C(C(=CC2=C1)NC(=O)C1=[N+](C(=CC=C1)C1CC1)[O-])OC)C#N)CC 2-((2-(trans-4-hydroxy-cis-4-ethylcyanocyclohexyl)-6-methoxy-2H-indazol-5-yl)carbamoyl)-6-cyclopropylpyridine 1-oxide